Iodine Beta-carotene CC1(C)CCCC(C)=C1\C=C\C(\C)=C\C=C\C(\C)=C\C=C\C=C(/C)\C=C\C=C(/C)\C=C\C1=C(C)CCCC1(C)C.[I]